((4-(bromomethyl)benzyl)oxy)triisopropylsilane BrCC1=CC=C(CO[Si](C(C)C)(C(C)C)C(C)C)C=C1